2-(fluorenylmethoxycarbonyl-amino)ethanol C1(=CC=CC=2C3=CC=CC=C3CC12)COC(=O)NCCO